tetradecyl-aminobutyrylaminobutyramide C(CCCCCCCCCCCCC)C(C(=O)N)(CC)NC(CCCN)=O